6-(4-methylbenzyl)-2-(2-methylpropyl)imidazo[1,2-c]pyrido[2,3-e]pyrimidin-5(6H)-one CC1=CC=C(CN2C(N3C(C4=C2C=CC=N4)=NC(=C3)CC(C)C)=O)C=C1